BrC1=NN=C(S1)CN1C2(CC2)C(N(C1=O)[C@@H](C(F)(F)F)C1=CC=CC=C1)=O 4-[(5-bromo-1,3,4-thiadiazol-2-yl)methyl]-6-[(1R)-2,2,2-trifluoro-1-phenyl-ethyl]-4,6-diazaspiro[2.4]heptane-5,7-dione